BrC=1C=CC=C(C(=O)C2=CC=C(C=C2)OCC)C1 5-bromo-4'-ethoxybenzophenone